((2-fluoro-4-iodophenyl)amino)-4-(3-oxoisoxazolidine-2-carbonyl)benzonitrile FC1=C(C=CC(=C1)I)NC1=C(C#N)C=CC(=C1)C(=O)N1OCCC1=O